2-(4-ethylphenyl)-2-oxoacetic acid C(C)C1=CC=C(C=C1)C(C(=O)O)=O